ClC1=C(C(=CC=C1)Cl)C=1N=C(NC1C)C=1SC=CC1 4-(2,6-Dichlorophenyl)-5-methyl-2-(2-thienyl)imidazole